COC1=NNC=C1NC(=O)C=1N=C(SC1)C=1C=NN(C1)COCC[Si](C)(C)C N-(3-methoxy-1H-pyrazol-4-yl)-2-(1-((2-(trimethylsilyl)ethoxy)methyl)-1H-pyrazol-4-yl)thiazole-4-carboxamide